BrC1=C2C=CC(C2=CC=C1)=O 4-Bromoindenone